6-({1-[(2R)-2-amino-2-carboxypropyl]azetidin-3-yl}oxy)-3-[(1S,2R)-2-boronocyclopropyl]-2-hydroxybenzoic acid N[C@@](CN1CC(C1)OC1=CC=C(C(=C1C(=O)O)O)[C@@H]1[C@@H](C1)B(O)O)(C)C(=O)O